C(#N)CN(S(=O)(=O)C1=CC=C(C(=O)NCCCCCCC(=O)OC(C)(C)C)C=C1)C(CCC=1N=NN(C1)CCOCCNC1=CC=C(C2=NON=C21)[N+](=O)[O-])=O tert-butyl 7-(4-(N-(cyanomethyl)-N-(3-(1-(2-(2-((7-nitrobenzo[c][1,2,5]oxadiazol-4-yl)amino)ethoxy)ethyl)-1H-1,2,3-triazol-4-yl)propanoyl)sulfamoyl)benzamido)heptanoate